Bis-(trifluoroethyl)phosphat FC(COP(=O)(OCC(F)(F)F)[O-])(F)F